COC(=O)C=1NC2=C(C(=CC(=C2C1CC=O)F)F)F 4,6,7-trifluoro-3-(2-oxoethyl)-1H-indole-2-carboxylic acid methyl ester